CN(S(=O)(=O)C)C1=C(C(=O)NC2=CC=C(C=C2)S(=O)(=O)N2CCNCC2)C=CC=C1 2-(N-methylmethyl-sulfonamido)-N-(4-(piperazin-1-ylsulfonyl)phenyl)benzamide